COCCN(C=1N=C(C=2N=C(N=C(C2N1)N1CC(N(CC1)C)=O)N(CCOC)CC1=CC(=C(C(=O)O)C=C1)OC)N1CCC(CC1)OC)CCOC 4-(((6-(bis(2-methoxyethyl)amino)-8-(4-methoxypiperidin-1-yl)-4-(4-methyl-3-oxopiperazin-1-yl)pyrimido[5,4-d]pyrimidin-2-yl)(2-methoxyethyl)amino)methyl)-2-methoxybenzoic acid